O1C2(OCC1)CCC1(CC2)N2C(=COC1)N=CC2 dispiro[imidazo[2,1-c][1,4]oxazine-5,4'-cyclohexane-1',2''-[1,3]dioxolane]